(9H-fluoren-9-yl)methyl 4-(aminomethyl)-3-(azidomethyl)phenethylcarbamate 2,2,2-trifluoroacetate FC(C(=O)O)(F)F.NCC1=C(C=C(CCNC(OCC2C3=CC=CC=C3C=3C=CC=CC23)=O)C=C1)CN=[N+]=[N-]